tert-butyl rel-(3S,5R,E)-7-(3-(4-fluorophenyl)-1-isopropyl-7-methyl-1H-indol-2-yl)-3,5-dihydroxyhept-6-enoate FC1=CC=C(C=C1)C1=C(N(C2=C(C=CC=C12)C)C(C)C)/C=C/[C@@H](C[C@@H](CC(=O)OC(C)(C)C)O)O |o1:22,24|